C(C)(C)(C)OC(=O)N[C@H](C(=O)N[C@H](C(=O)N[C@H](C(=O)OC)CO)CCCCNC(=O)OCC1C2=CC=CC=C2C=2C=CC=CC12)CC(C)C methyl (2S)-2-[(2S)-2-[(2S)-2-[(tert-butoxycarbonyl)amino]-4-methylpentanamido]-6-{[(9H-fluoren-9-ylmethoxy)carbonyl]amino}hexanamido]-3-hydroxypropanoate